5-(AMINOMETHYL)-2-CYCLOPROPOXYBENZALDEHYDE NCC=1C=CC(=C(C=O)C1)OC1CC1